C[C@@H]1CN(CCO1)C1=NN(C=C1)C1=C(C=CC=C1)CN 1-(2-{3-[(2R)-2-methylmorpholin-4-yl]pyrazol-1-yl}phenyl)methanamine